1-(bicyclo[1.1.1]pentan-1-yl)-4-((5-(pyridin-3-yl)isoxazol-3-yl)methyl)-1,4-dihydropyrazine-2,3-dione C12(CC(C1)C2)N2C(C(N(C=C2)CC2=NOC(=C2)C=2C=NC=CC2)=O)=O